CN(C(OC(C)(C)C)=O)[C@@H]1CN(CC1)C1=NC(=CC=C1)[N+](=O)[O-] Tert-Butyl (S)-methyl(1-(6-nitropyridin-2-yl)pyrrolidin-3-yl)carbamate